ClC=1N=CC(=NC1)N[C@@H]1C[C@H](CC1)NC1=CC=C(C=N1)N1C(C=CC2=CC=CN=C12)=O 1-(6-(((1S,3S)-3-((5-Chloropyrazin-2-yl)amino)cyclopentyl)amino)pyridin-3-yl)-1,8-naphthyridin-2(1H)-one